ClC1=C(C=C(C=C1)C1=NC=NC2=CC(=CC=C12)N1CCOCC1)C(O)C1=NC=NC=C1OC [2-Chloro-5-(7-morpholin-4-yl-quinazolin-4-yl)-phenyl]-(5-methoxy-pyrimidin-4-yl)-methanol